3-(1-E-propenyl-amino)uridine C(=C\C)/NN1C(N([C@H]2[C@H](O)[C@H](O)[C@@H](CO)O2)C=CC1=O)=O